C1(CC1)COC=1C=CC(=NC1)NC(C(C)N1CC(N(CC1)C(=O)C1=CNC(C=C1)=O)(C)C)=O N-(5-(cyclopropylmethoxy)pyridin-2-yl)-2-(3,3-dimethyl-4-(6-oxo-1,6-dihydropyridine-3-carbonyl)piperazin-1-yl)propanamide